FC=1C=C2C(=NC1)NC(=C2)C(=O)O 5-fluoro-1H-pyrrolo[2,3-b]pyridine-2-carboxylic acid